Cl.[C@@H]12NC[C@@H]([C@@H](C1)C(=O)OC)C2 |o1:1,4,5| (rel)-methyl (1S,4R,5R)-2-azabicyclo[2.2.1]heptane-5-carboxylate hydrochloride